2-(bromomethyl)-3-nitro-5-chloropyridine BrCC1=NC=C(C=C1[N+](=O)[O-])Cl